C(C)(C)(C)C=1C=C(C=C(C1)C(C)(C)C)N(C1=CC=2C(C3=CC=CC=C3C2C=C1)(C)C)C1=CC=C(C=C1)C1=CC(=CC(=C1)C(C)(C)C)C(C)(C)C N-(3,5-di-tert-butylphenyl)-N-(3',5'-di-tert-butyl-1,1'-biphenyl-4-yl)-9,9-dimethyl-9H-fluoren-2-amine